2-acetyl-N-[2-(2,4-dimethylphenyl)ethyl]-5-[3-(trifluoromethyl)phenoxy]pyridine-4-carboxamide C(C)(=O)C1=NC=C(C(=C1)C(=O)NCCC1=C(C=C(C=C1)C)C)OC1=CC(=CC=C1)C(F)(F)F